O=CC(=O)OC1=NC=CC=C1 Pyridyl Oxo-acetate